3-{4-[(2-cyclopropylethyl)[(1s,3s)-3-(4H-1,2,4-triazol-3-yl)cyclobutyl]amino]-1-oxo-3H-isoindol-2-yl}piperidine-2,6-dione C1(CC1)CCN(C1=C2CN(C(C2=CC=C1)=O)C1C(NC(CC1)=O)=O)C1CC(C1)C1=NN=CN1